[N+](=O)([O-])C=1C=C(C(=O)CC(=O)OCC)C=CC1 Ethyl (3-nitrobenzoyl)acetate